C[Si](CCOCCl)(C)C 2-(trimethylsilyl)ethoxymethyl chloride